[Si](C)(C)(C(C)(C)C)OC1CN2CCC(C2(C1)CO)=C (6-((tert-butyldimethylsilyl)oxy)-1-methylenetetrahydro-1H-pyrrolizin-7a(5H)-yl)methanol